OC=1C(=NC=CC1OC)C(=O)N[C@H](C(=O)ON(C)C(C1=CC(=CC(=C1)C)C)C1=CC(=CC(=C1)C)C)C [bis(3,5-dimethylphenyl)methyl-methyl-amino] (2S)-2-[(3-hydroxy-4-methoxy-pyridine-2-carbonyl) amino]propanoate